7-chloro-1-(cis-3-hydroxy-3-methyl-cyclobutyl)-2-methyl-benzimidazol-5-ol ClC1=CC(=CC2=C1N(C(=N2)C)C2CC(C2)(C)O)O